3-fluoro-4-((4-(1-((2R,3R)-3-hydroxybut-2-yl)-1H-pyrazol-4-yl)-5-(trifluoromethyl)pyrimidin-2-yl)amino)benzenesulfonamide FC=1C=C(C=CC1NC1=NC=C(C(=N1)C=1C=NN(C1)[C@H](C)[C@@H](C)O)C(F)(F)F)S(=O)(=O)N